CC(C)(C1=CC=C(C=C1)C1=CC=CC=C1)OC(=O)N1CCC(CC1)NC [1-methyl-1-(4-phenylphenyl)ethyl]4-(methylamino)piperidine-1-carboxylate